8-bromo-3-((triisopropylsilyl)oxy)isoquinoline BrC=1C=CC=C2C=C(N=CC12)O[Si](C(C)C)(C(C)C)C(C)C